N[C@@H](C)C(=O)N([C@@H](CC(C)C)C(=O)N1C[C@@]2(C[C@H]1C(=O)N)C(NC=1N(C2)N=C(C1)Br)=O)C (5'S)-r-(N-(L-alanyl)-N-methyl-L-leucyl)-2-bromo-5-oxo-4,5-dihydro-7H-spiro[pyrazolo[1,5-a]pyrimidine-6,3'-pyrrolidine]-5'-carboxamide